O1C(CCC1)C(C)NC(=O)[C@H]1CN(CC[C@@H]1NC(=O)C1=NOC(=C1)C1=C(C=C(C=C1)F)F)CC1CC1 (3S,4S)-1-Cyclopropylmethyl-4-{[5-(2,4-difluoro-phenyl)-isoxazole-3-carbonyl]-amino}-piperidine-3-carboxylic acid [1-(tetrahydro-furan-2-yl)-ethyl]-amide